[Si](C)(C)(C(C)(C)C)OC1CCN(CC1)C1=C(C=CC(=C1)F)N[C@H](C)C=1C=C(C=C2C(N(C(=NC12)N1CCOCC1)C)=O)F (R)-8-(1-((2-(4-((tert-butyldimethylsilyl)oxy)piperidin-1-yl)-4-fluorophenyl)amino)ethyl)-6-fluoro-3-methyl-2-morpholinoquinazolin-4(3H)-one